6-Chloro-5-(2,6-difluorophenyl)-7-methyl-1,3-dihydro-1,4-benzodiazepin-2-one ClC1=C(C=CC2=C1C(=NCC(N2)=O)C2=C(C=CC=C2F)F)C